FC1=CC(=C(OC=2C(=NC=NC2)N2CC3(C2)OCC(C3)=O)C=C1)C=1C(=NC=NC1)C(C)C 2-(5-(4-fluoro-2-(4-isopropylpyrimidin-5-yl)phenoxy)pyrimidin-4-yl)-5-oxa-2-azaspiro[3.4]octan-7-one